C1N(CC12CNC2)C(CO)=O 1-(2,6-diazaspiro[3.3]heptan-2-yl)-2-hydroxy-ethanone